C(C)(C)[C@H]1C2(COC(OC2)C)C[C@@H](CC1)C (7s,10r)-7-isopropyl-3,10-dimethyl-2,4-dioxaspiro[5.5]undecane